C(#N)C=1C=CC=C2NC[C@@H](NC12)[C@@H](C1=CC=CC=C1)NC[C@@H](C)C=1C=C(C=CC1)[C@@H](C(=O)O)C |o1:21,29| (S or R)-2-(3-((S or R)-1-(((R)-((R)-8-cyano-1,2,3,4-tetrahydroquinoxalin-2-yl)(phenyl)methyl)amino)propan-2-yl)phenyl)propanoic acid